(E)-6-[4-(trifluoromethyl)phenyl]-4-[3-(trifluoromethyl)phenyl]aminoquinoline FC(C1=CC=C(C=C1)C=1C=C2C(=CC=NC2=CC1)NC1=CC(=CC=C1)C(F)(F)F)(F)F